NC=1C=C(C(=O)N(C)OC)C=C(C1F)C(F)(F)F 3-amino-4-fluoro-N-methoxy-N-methyl-5-(trifluoromethyl)benzamide